3-chloro-4-[(3,5-difluoropyridin-2-yl)methoxy]-5',6-dimethyl-2'-(trimethylstannyl)-[1,4'-bipyridin]-2-one ClC=1C(N(C(=CC1OCC1=NC=C(C=C1F)F)C)C1=CC(=NC=C1C)[Sn](C)(C)C)=O